NC=1C(=NC(=C(N1)C=1OC=CN1)C1=CN(C(C=C1)=O)C)C(=O)NCC1=C(C=CC=C1F)Cl 3-amino-N-(2-chloro-6-fluorobenzyl)-6-(1-methyl-6-oxo-1,6-dihydropyridin-3-yl)-5-(oxazol-2-yl)pyrazine-2-carboxamide